(2S,5R)-6-(benzyloxy)-N-((1-methyl-1H-imidazol-2-yl)sulfonyl)-7-oxo-1,6-diazabicyclo[3.2.1]octan-2-carboxamidine C(C1=CC=CC=C1)ON1[C@@H]2CC[C@H](N(C1=O)C2)C(=N)NS(=O)(=O)C=2N(C=CN2)C